sodium lactate sodium chloride [Cl-].[Na+].C(C(O)C)(=O)[O-].[Na+]